ClC1=CC(=C(COC2=CC=CC(=N2)C2CCN(CC2)CC2=NC3=C(N2CC=2N=COC2)C=C(C=C3)C(=O)O)C=C1)F 2-[(4-{6-[(4-chloro-2-fluorobenzyl)oxy]pyridin-2-yl}piperidin-1-yl)methyl]-1-(1,3-oxazol-4-ylmethyl)-1H-benzimidazole-6-carboxylic acid